3-(trifluoromethyl)pyridine-4-carbaldehyde FC(C=1C=NC=CC1C=O)(F)F